2'-[6-amino-5-(difluoromethoxy)pyridin-3-yl]-N-[(1S)-1-(3-chloropyridin-4-yl)ethyl]-5',6'-dihydrospiro[azetidine-3,4'-pyrrolo[1,2-b]pyrazole]-1-carboxamide NC1=C(C=C(C=N1)C=1C=C2N(N1)CCC21CN(C1)C(=O)N[C@@H](C)C1=C(C=NC=C1)Cl)OC(F)F